FC=1C=C(C=NC1)[C@@H]1N(CCC1)C1=NC=2N(C=C1)N=CC2C(=O)N2CCCC2 (R)-(5-(2-(5-fluoropyridin-3-yl)pyrrolidin-1-yl)pyrazolo[1,5-a]pyrimidin-3-yl)(pyrrolidin-1-yl)methanone